scandium (iii) triflate [O-]S(=O)(=O)C(F)(F)F.[Sc+3].[O-]S(=O)(=O)C(F)(F)F.[O-]S(=O)(=O)C(F)(F)F